N[C@H]1C[C@@H](CC1)C(=O)O (1R,3R)-3-AMINO-CYCLOPENTANECARBOXYLIC ACID